[Co].[Ni].[Ca] calcium nickel cobalt